C(C=C)(=O)NCCC1=NC(=NC=C1)NCC1=CC=C(C=C1)NC1=NC=C(C=N1)C(F)(F)F 2-((4-(((4-(2-acrylamidoethyl)pyrimidin-2-yl)amino)methyl)phenyl)amino)-5-(trifluoromethyl)pyrimidine